COC1=CC=C(C(=O)NC2CCC(CC2)NC2=CC=CC=3N2C(=C(N3)C(F)(F)F)F)C=C1 4-methoxy-N-[(1s,4s)-4-{[3-fluoro-2-(trifluoromethyl)imidazo[1,2-a]pyridin-5-yl]amino}cyclohexyl]benzamide